FC(C=1C=C(CN)C=C(C1)C(F)(F)F)(F)F 3,5-Ditrifluoromethylbenzylamine